C(#N)C1=CC=C(C=C1)CS(=O)(=O)NC1=C(C=C(C=C1)C=1C=C(C=2N=C(N=CC2N1)N[C@@H]1CNC[C@H](C1)CF)CC)F 1-(4-cyanophenyl)-N-(4-(8-ethyl-2-(((3S,5S)-5-(fluoromethyl)piperidin-3-yl)amino)pyrido[3,2-d]pyrimidin-6-yl)-2-fluorophenyl)methanesulfonamide